N1N=CC=2C1=NN1C2C=CC(=C1)O 1H-pyrazolo[3',4':3,4]pyrazolo[1,5-a]pyridine-6-ol